Cl.Cl.CN(CCOCCN)C 2-[2-(dimethylamino)ethoxy]ethanamine dihydrochloride